CC=1C(=NC(=NC1)NC=1C=C2C(=NC1)ON=C2C)NC=2C=CC1=C(NC(O1)=O)C2 5-methyl-N2-(3-methylisoxazolo[5,4-b]pyridin-5-yl)-N4-(2-oxo-2,3-dihydro-1,3-benzoxazol-5-yl)-2,4-pyrimidinediamine